(3S,4R)-3-fluoro-1-[4-({5-fluoro-8-[(2R,3S)-3-(methanesulfonylmeth-yl)-2-methylazetidin-1-yl]isoquinolin-3-yl}amino)pyrimidin-2-yl]-3-methylpiperidin-4-ol F[C@]1(CN(CC[C@H]1O)C1=NC=CC(=N1)NC=1N=CC2=C(C=CC(=C2C1)F)N1[C@@H]([C@H](C1)CS(=O)(=O)C)C)C